[Ho].COCC(C)OC 1,2-dimethoxypropane holmium